1-(6-(4-((2,3-dihydrobenzo[b][1,4]dioxin-6-yl)amino)pyrido[3,2-d]pyrimidin-6-yl)-1,6-diazaspiro[3.3]heptan-1-yl)prop-2-en-1-one O1C2=C(OCC1)C=C(C=C2)NC=2C1=C(N=CN2)C=CC(=N1)N1CC2(CCN2C(C=C)=O)C1